(R)-5-(3-(1-methyl-1H-pyrazol-4-yl)-5-(1-(2-methyl-5-(4-methylpiperazin-1-yl)benzamido)ethyl)phenyl)thiophene-2-carboxylic acid CN1N=CC(=C1)C=1C=C(C=C(C1)[C@@H](C)NC(C1=C(C=CC(=C1)N1CCN(CC1)C)C)=O)C1=CC=C(S1)C(=O)O